FC=1C=C2C(=C(/C(/C2=CC1)=C/C1=CC=C(C=C1)C(C)C)C)CC (Z)-2-(5-fluoro-1-(4-isopropylbenzylidene)-2-methyl-1H-inden-3-yl)ethan